COC=1C=C(C(=O)OC)C=C(C1NC)NC(=O)C=1N2CCC(NC3=CC=CC(C1)=C23)=O methyl 3-methoxy-4-(methylamino)-5-[(10-oxo-1,9-diazatricyclo[6.4.1.04,13]trideca-2,4(13),5,7-tetraene-2-carbonyl)amino]benzoate